3-((3-fluorophenyl)amino)bicyclo[1.1.1]pentane-1-carboxylic acid FC=1C=C(C=CC1)NC12CC(C1)(C2)C(=O)O